COC(CCOC1=C(C=CC=C1)C1NC2=CC=CC=C2C(N1)=O)CC1=CC=CC=C1 2-[3-methoxy-4-phenylbutoxy-phenyl]-2,3-dihydroquinazolin-4(1H)-one